N-(5-(3,5-difluorobenzyl)-1H-indazol-3-yl)-4-(4-(4-((2,6-dioxopiperidin-3-yl)amino)benzyl)piperazin-1-yl)-2-((tetrahydro-2H-pyran-4-yl)amino)benzamide FC=1C=C(CC=2C=C3C(=NNC3=CC2)NC(C2=C(C=C(C=C2)N2CCN(CC2)CC2=CC=C(C=C2)NC2C(NC(CC2)=O)=O)NC2CCOCC2)=O)C=C(C1)F